FC1CC(C1)NCC(O)C1=CC=CC=C1 α-[[(3-Fluorocyclobutyl)amino]methyl]benzenemethanol